C1(CC1)C1=CC=2N(C(=C1)C(C1=CC(=C(C=C1)OC(F)(F)F)F)F)N=CN2 7-cyclopropyl-5-(fluoro(3-fluoro-4-(trifluoromethoxy)phenyl)methyl)-[1,2,4]triazolo[1,5-a]pyridine